N-(3-(5-cyano-5,6-dihydropyrrolo[3,4-c]pyrazol-1(4H)-yl)phenyl)cyclopropanesulfonamide C(#N)N1CC=2N(N=CC2C1)C=1C=C(C=CC1)NS(=O)(=O)C1CC1